cholesterol fluoride [F-].CC(C)CCC[C@@H](C)[C@H]1CC[C@H]2[C@@H]3CC=C4C[C@@H](O)CC[C@]4(C)[C@H]3CC[C@]12C